N-[(2R)-1-hydroxypropan-2-yl]-5-(1-methyl-1H-pyrazol-3-yl)-6-[4-(trifluoromethyl)phenoxy]pyridine-3-carboxamide OC[C@@H](C)NC(=O)C=1C=NC(=C(C1)C1=NN(C=C1)C)OC1=CC=C(C=C1)C(F)(F)F